C[C@H]1CN(CC=2N1C(=NN2)[C@@](C(F)(F)F)(C)O)C(=O)C2=CC(=NN2C)C2=CC=CC=C2 ((S)-5-methyl-3-((R)-1,1,1-trifluoro-2-hydroxypropan-2-yl)-5,6-dihydro-[1,2,4]triazolo[4,3-a]pyrazin-7(8H)-yl)(1-methyl-3-phenyl-1H-pyrazol-5-yl)methanone